6-(2-methoxyethoxy)pyridine-3-carbaldehyde COCCOC1=CC=C(C=N1)C=O